N-(4-fluorophenyl)-1-methylpiperidine-4-amine FC1=CC=C(C=C1)NC1CCN(CC1)C